C(CCC)NC(=O)CCCCCCCCC butyl-capramide